FC(C1=NN=C(S1)NC(=O)C1=NN2C(C(N(CC2)CC2=C(C=CC=C2)Cl)=O)=C1CN(C)C)F 5-(2-chlorobenzyl)-3-dimethylaminomethyl-4-oxo-4,5,6,7-tetrahydropyrazolo[1,5-a]pyrazine-2-carboxylic acid (5-difluoromethyl[1,3,4]thiadiazol-2-yl)amide